[OH-].C(C1=CC=CC=C1)CN(C)C benzyl-trimethylamine hydroxide